C1CC12CCN(CC2)C=2C=C(C=CC2N2C=NC(=C2)C2=NC(=NC(=C2)C)N2CCC(CC2)(F)F)NS(=O)(=O)CCO N-(3-{6-azaspiro[2.5]octane-6-yl}-4-{4-[2-(4,4-difluoropiperidin-1-yl)-6-Methylpyrimidin-4-yl]-1H-imidazol-1-yl}phenyl)-2-hydroxyethane-1-sulfonamide